COC1=NN(C=C1NC1=NC=CC(=N1)C1=CNC2=C(C=CC=C12)NC([C@@H](CC)N1CCN(CC1)C)=O)C (2R)-N-(3-{2-[(3-methoxy-1-methyl-1H-pyrazol-4-yl)amino]pyrimidin-4-yl}-1H-indol-7-yl)-2-(4-methylpiperazin-1-yl)butanamide